(Z)-2-(2,6-dioxopiperidin-3-yl)-5-((3-(3-(3-(4-(1-(4-hydroxyphenyl)-2-phenylbut-1-en-1-yl)phenoxy)propoxy)propoxy)propyl)amino)isoindoline-1,3-dione O=C1NC(CCC1N1C(C2=CC=C(C=C2C1=O)NCCCOCCCOCCCOC1=CC=C(C=C1)\C(=C(\CC)/C1=CC=CC=C1)\C1=CC=C(C=C1)O)=O)=O